methyl 2-(carbamimidamidoamino)-acetate N(C(=N)N)NCC(=O)OC